ClC=1C(=NC(=C(C(=O)OC)C1C)N1CCC(CCC1)(F)F)C(F)(F)F methyl 5-chloro-2-(4,4-difluoroazepan-1-yl)-4-methyl-6-(trifluoromethyl)nicotinate